3-(triethoxysilyl)propyl-dimethyl-octadecyl-ammonium chloride [Cl-].C(C)O[Si](CCC[N+](CCCCCCCCCCCCCCCCCC)(C)C)(OCC)OCC